C(C)(C)(C)OC(=O)N1[C@H]2[C@@H]([C@H](C[C@@H]1CC2)O)F |r| Rac-(1R,2S,3S,5S)-2-fluoro-3-hydroxy-8-azabicyclo[3.2.1]octane-8-carboxylic acid tert-butyl ester